3-[4-(8-aminooctyl)-3-methyl-2-oxo-1,3-benzodiazol-1-yl]piperidine-2,6-dione NCCCCCCCCC1=CC=CC=2N(C(N(C21)C)=O)C2C(NC(CC2)=O)=O